ClC1=C2C(=NC=C1C=O)N(C=C2)S(=O)(=O)C2=CC=CC=C2 4-Chloro-1-(phenylsulfonyl)-1H-pyrrolo[2,3-b]pyridine-5-carbaldehyde